O[C@H](/C=C/[C@H]1[C@@H](C[C@@H]2OC[C@H](CC[C@@H]21)CCCC(=O)O)OC)COC2=CC=CC=C2 4-{(3S,5aR,6R,7R,8aS)-6-[(1E,3R)-3-hydroxy-4-phenoxy-1-buten-1-yl]-7-methoxyoctahydro-2H-cyclopenta[b]oxepin-3-yl}butanoic acid